((2S,3R,4R)-2,3-dimethyl-4-((4-methylpyrimidin-2-yl)amino)-6-(1,2,3,6-tetrahydropyridin-4-yl)-3,4-dihydroquinolin-1(2H)-yl)ethanone C[C@@H]1N(C2=CC=C(C=C2[C@@H]([C@H]1C)NC1=NC=CC(=N1)C)C=1CCNCC1)C(C)=O